N-(4-{[6-(5-chloro-2-fluorophenyl)-3-[(2-hydroxyethyl)sulfanyl]pyridazin-4-yl]amino}pyridin-2-yl)-3-(4-methylpiperazin-1-yl)cyclobutane-1-carboxamide ClC=1C=CC(=C(C1)C1=CC(=C(N=N1)SCCO)NC1=CC(=NC=C1)NC(=O)C1CC(C1)N1CCN(CC1)C)F